1-(2-(2-methoxy-4-morpholino-5-nitrophenylamino)pyrimidin-4-yl)-1H-pyrazole COC1=C(C=C(C(=C1)N1CCOCC1)[N+](=O)[O-])NC1=NC=CC(=N1)N1N=CC=C1